FC1=C(C(=O)N[C@H](C(=O)O)CC2=CC=C(C=C2)C=2C(N(C=C(C2C)C(F)(F)F)C)=O)C(=CC(=C1)N1[C@H](COCC1)C(F)(F)F)F (S)-2-(2,6-difluoro-4-((R)-3-(trifluoromethyl)morpholino)benzamido)-3-(4-(1,4-dimethyl-2-oxo-5-(trifluoromethyl)-1,2-dihydropyridin-3-yl)phenyl)propanoic acid